[1,3-bis(2,4,6-trimethylphenyl)-2-imidazolidinylidene]-[2-[[(2-methylphenyl)imino]methyl]phenol] CC1=C(C(=CC(=C1)C)C)N1C(N(CC1)C1=C(C=C(C=C1C)C)C)=CC1=C(C=CC=C1)N=CC1=C(C=CC=C1)O